3-(2-ethoxyethoxy)propanoate C(C)OCCOCCC(=O)[O-]